ClC1=CC=C2C(=N1)CN(C2)C(C)=O 1-{2-chloro-5H,7H-pyrrolo[3,4-b]pyridin-6-yl}ethanone